N1=CC=C(C=C1)NC1=CC=C2C(=N1)NC(=N2)C=2C=C(C=CC2)NC2=CC=NC1=CC=C(C=C21)C#N 4-((3-(5-(pyridin-4-ylamino)-3H-imidazo[4,5-b]pyridin-2-yl)phenyl)amino)quinoline-6-carbonitrile